ClC1=C(C=C(C=C1)[C@H](NC(=O)N1[C@@H](C(NCC1)=O)C)[C@@H]1CC[C@@H](CC1)C(F)(F)F)C(F)F |o1:7| (2R)-N-((R or S)-(4-chloro-3-(difluoro-methyl)phenyl)(cis-4-(trifluoromethyl)cyclohexyl)methyl)-2-methyl-3-oxopiperazine-1-carboxamide